OCCCC(CC(=O)C1=CC=CC=C1)=O 6-hydroxy-1-phenyl-1,3-hexanedione